(S)-(3-(dimethylamino)azetidin-1-yl)(2-(6-(2-ethyl-4-hydroxyphenyl)-1H-indazol-3-yl)-5-isopropyl-4,5,6,7-tetrahydro-3H-imidazo[4,5-c]pyridin-6-yl)methanone CN(C1CN(C1)C(=O)[C@@H]1CC2=C(CN1C(C)C)NC(=N2)C2=NNC1=CC(=CC=C21)C2=C(C=C(C=C2)O)CC)C